3-{[2-(3-fluorophenyl)[1,2,4]triazolo[1,5-c]quinazolin-5-yl]amino}piperidin-2-one FC=1C=C(C=CC1)C1=NN2C(=NC=3C=CC=CC3C2=N1)NC1C(NCCC1)=O